C(C)(C)(C)OC(NCC=1C=NC(=CC1)NC1=CC=C(C=C1)F)=O ((6-((4-fluorophenyl)amino)pyridin-3-yl)methyl)carbamic acid tert-butyl ester